(S)-(1-methylpyrrolidin-2-yl)methanamine CN1[C@@H](CCC1)CN